C(C)(=O)O.C(CCCCC)N1CN(C=C1)C 1-hexyl-3-methyl-imidazole acetate